5-(1-(cyclohexylmethyl)piperidin-3-yl)-2,4-dihydro-3H-1,2,4-triazol-3-one C1(CCCCC1)CN1CC(CCC1)C=1NC(NN1)=O